FC=1C=CC(=NC1)NC(CN1C=2N(C(C3=C1C(N(C3)C(C)C)=O)=O)N=C(C2)C(=O)NCCCO)=O 4-{2-[(5-fluoropyridin-2-yl)amino]-2-oxoethyl}-N-(3-hydroxypropyl)-5,8-dioxo-6-(propan-2-yl)-5,6,7,8-tetrahydro-4H-pyrazolo[1,5-a]pyrrolo[3,4-d]pyrimidine-2-carboxamide